O=C1N(C(C=C1)=O)CCCCCC(=O)N(CCOCCOCCOCCOC)CCOCCOCCOCCOC 6-(2,5-dioxo-2,5-dihydro-1H-pyrrol-1-yl)-N,N-bis(2,5,8,11-tetraoxatridecan-13-yl)hexanamide